ClC1=CC(=C2C=CC=[N+](C2=C1)[O-])C 7-chloro-5-methylquinolin-1-ium-1-olate